(RS)-2,3-dimethyl-4-(piperidin-3-yl)-1H-indole-7-carboxamide TFA salt OC(=O)C(F)(F)F.CC=1NC2=C(C=CC(=C2C1C)[C@@H]1CNCCC1)C(=O)N |r|